C(C1=CC=CC=C1)C(C(=O)O)(C(=O)O)OC[C@H]1O[C@H]([C@@H]([C@@]1(O)C#C)O)N1C2=NC(=NC(=C2N=C1)N(CCO)C1CC1)Cl 2-benzyl-2-(((2R,3S,4R,5R)-5-(2-chloro-6-(cyclopropyl-(2-hydroxyethyl)amino)-9H-purin-9-yl)-3-ethynyl-3,4-dihydroxytetrahydrofuran-2-yl)methoxy)malonic acid